(R)-2-(4-chlorophenyl)-3-(4'-nitrophenyl)-1,2,3,5-tetrahydrobenzo[4,5]imidazo[1,2-c]pyrimidin-4-ol ClC1=CC=C(C=C1)N1CN2C(=C([C@H]1C1=CC=C(C=C1)[N+](=O)[O-])O)NC1=C2C=CC=C1